FC=1C=C2C(CN(C2=CC1S(=O)(=O)N)C(=O)[C@@H]1[C@H](C2=CC=C(C=C2C1)C1=NC=CC=C1)C)C 5-fluoro-3-methyl-1-((1R,2S)-1-methyl-5-(pyridin-2-yl)-2,3-dihydro-1H-indene-2-carbonyl)indoline-6-sulfonamide